((7R)-7-amino-2-azabicyclo[2.2.1]heptan-2-yl)(2-(1-(cyclopropylmethyl)-7-((2-methylpyridin-4-yl)amino)-1H-indol-2-yl)-7-methoxy-1-methyl-1H-benzo[d]imidazol-5-yl)methanone N[C@H]1C2N(CC1CC2)C(=O)C2=CC1=C(N(C(=N1)C=1N(C3=C(C=CC=C3C1)NC1=CC(=NC=C1)C)CC1CC1)C)C(=C2)OC